((4-(((6-((6-cyclopropylimidazo[1,2-a]pyridin-2-yl)methoxy)pyrimidin-4-yl)amino)methyl)-3,5-dimethylbenzimidamido)oxy)methyl acetate C(C)(=O)OCONC(C1=CC(=C(C(=C1)C)CNC1=NC=NC(=C1)OCC=1N=C2N(C=C(C=C2)C2CC2)C1)C)=N